6-(6-(((1S,2S,3R,5R)-2-fluoro-8-methyl-8-azabicyclo[3.2.1]octan-3-yl)(methyl)amino)pyridazin-3-yl)-7-hydroxy-2-methyl-4H-chromen-4-one F[C@H]1[C@@H]2CC[C@H](C[C@H]1N(C1=CC=C(N=N1)C=1C=C3C(C=C(OC3=CC1O)C)=O)C)N2C